Cl.N=1C=CN2N=C(C=CC21)C=2C=CC(=C(C2)O)C2=CN=C(N=N2)N2CC(CC2)NC(C)C 5-(imidazo[1,2-b]pyridazin-6-yl)-2-(3-{3-[(propan-2-yl)amino]pyrrolidin-1-yl}-1,2,4-triazin-6-yl)phenol hydrochloride